4-bromo-N1-(2-methoxybenzyl)benzene-1,2-diamine BrC=1C=C(C(=CC1)NCC1=C(C=CC=C1)OC)N